dimethylpent-4-en CC(CCC=C)C